5-(4-chlorophenyl)-7,7-diphenyl-7H-12-oxa-indeno[1,2-a]fluorene ClC1=CC=C(C=C1)C1=CC2=C(C=3OC=4C=CC=CC4C13)C1=CC=CC=C1C2(C2=CC=CC=C2)C2=CC=CC=C2